FC1=C2C(=C(NC2=C(C(=C1)F)F)C(=O)OC)C=O methyl 4,6,7-trifluoro-3-formyl-1H-indole-2-carboxylate